FC=1C(=CC=C(C1C1=C(C=CC(=C1)C1(OC1)C1=CC=CC=C1)C(F)(F)F)C#N)OCCOC 6-Fluoro-5-(2-methoxyethoxy)-5'-(2-phenyloxiran-2-yl)-2'-(trifluoromethyl)-[1,1'-biphenyl]-2-carbonitrile